C(CCCCCCCCCCCCCCC)N1C(=C(C(C2=CC=C(C=C12)OC1OCCCC1)=O)OC1OCCCC1)C1=CC(=C(C=C1)OC1OCCCC1)OC1OCCCC1 N-hexadecyl-2-(3,4-ditetrahydropyranyloxyphenyl)-3,7-ditetrahydropyranyloxyquinolin-4-one